C(C1=CC=CC=C1)OC(=O)NCC(CN(C(OC(C)(C)C)=O)CC(CNC(=O)OC(C)(C)C)O)O tert-butyl N-[3-(benzyloxycarbonylamino)-2-hydroxy-propyl]-N-[3-(tert-butoxycarbonylamino)-2-hydroxy-propyl]carbamate